C(#N)C1=C(C=C(C=C1)N1C(N(C(C1=O)(C)C)C1=CC=C(C=C1)NS(=O)(=O)C)=S)C(F)(F)F N-{4-[3-(4-cyano-3-trifluoromethylphenyl)-5,5-dimethyl-4-oxo-2-thioxo-imidazolidin-1-yl]phenyl}methanesulfonamide